tert-butyl 4-(oxetan-3-yl)-2-[5-(trifluoromethyl)-2-pyridyl]piperazine-1-carboxylate O1CC(C1)N1CC(N(CC1)C(=O)OC(C)(C)C)C1=NC=C(C=C1)C(F)(F)F